(S)-5-chloro-N-(1-methyl-2,2,2-trifluoroethyl)-7-methylpyrazolo[1,5-a]Pyrimidine-3-carboxamide ClC1=NC=2N(C(=C1)C)N=CC2C(=O)N[C@H](C(F)(F)F)C